8-((2S,SR)-4-((4-fluorophenyl)(3-(1-methylazetidin-3-yl)-1,2,4-oxadiazol-5-yl)methyl)-2,5-dimethylpiperazin-1-yl)-5-methyl-6-oxo-5,6-dihydro-1,5-naphthyridine-2-carbonitrile FC1=CC=C(C=C1)C(N1C[C@@H](N(C[C@@H]1C)C1=CC(N(C=2C=CC(=NC12)C#N)C)=O)C)C1=NC(=NO1)C1CN(C1)C |&1:13|